6-(2,6-difluoro-3,5-dimethoxyphenyl)-1-(4-methoxybenzyl)-3-(1-methyl-4-nitro-1H-pyrazol-5-yl)-4,5,6,7-tetrahydro-1H-indazole FC1=C(C(=C(C=C1OC)OC)F)C1CCC=2C(=NN(C2C1)CC1=CC=C(C=C1)OC)C1=C(C=NN1C)[N+](=O)[O-]